CC1=CNC2=NC=C(C=C21)C=2C=C1CCN(CC1=C(C2)C2NCCC2)C(C)=O 1-(6-(3-methyl-1H-pyrrolo[2,3-b]pyridin-5-yl)-8-(pyrrolidin-2-yl)-3,4-dihydroisoquinolin-2(1H)-yl)ethanone